Cl.C(CCCCCCCCCCC)OCCCN 3-(Dodecyloxy)propan-1-amine hydrochloride